2,4-difluoro-N-(2-methoxy-5-(4-(piperazine-1-yl)cinnolin-6-yl)pyridine-3-yl)benzenesulfonamide trifluoroacetate FC(C(=O)O)(F)F.FC1=C(C=CC(=C1)F)S(=O)(=O)NC=1C(=NC=C(C1)C=1C=C2C(=CN=NC2=CC1)N1CCNCC1)OC